COC(CC1=CC=CC=C1)=O Phenylacetic acid methyl ester